3-(3-(6-fluoro-5-methoxy-2-methyl-1-(1-propyl-1H-pyrazol-4-yl)-1H-indol-3-yl)ureido)benzoic acid FC1=C(C=C2C(=C(N(C2=C1)C=1C=NN(C1)CCC)C)NC(NC=1C=C(C(=O)O)C=CC1)=O)OC